4,5-dihydro-4-(4-fluoro-1-butyl)-7-hydroxy-N-(1-hydroxyadamantan-3-yl)-1-methyl-5-oxo-2H-pyrazolo[4,3-b]pyridin-6-carboxamide FCCCCN1C2=C(C(=C(C1=O)C(=O)NC13CC4(CC(CC(C1)C4)C3)O)O)N(NC2)C